COC(CCCC1=CC2=CC=CC=C2C(=C1)F)=O 4-(4-Fluoronaphthalen-2-yl)butanoic acid methyl ester